3-((2R,3R,4R,5R)-5-((bis(4-methoxyphenyl)(phenyl)methoxy)methyl)-4-hydroxy-3-(2-methoxyethoxy)tetrahydrofuran-2-yl)pyrimidine-2,4(1H,3H)-dione COC1=CC=C(C=C1)C(OC[C@@H]1[C@H]([C@H]([C@@H](O1)N1C(NC=CC1=O)=O)OCCOC)O)(C1=CC=CC=C1)C1=CC=C(C=C1)OC